[Cl-].ClCC(C[N+](CCCCCCCCCCCC)(CC)CC)O 3-chloro-2-hydroxypropyldiethyllaurylammonium chloride